COC(=O)C=1C2=C(SC1C=O)C=CC(=C2)B2OC(C(O2)(C)C)(C)C 2-Formyl-5-(4,4,5,5-tetramethyl-[1,3,2]dioxaborolan-2-yl)-benzo[b]thiophene-3-carboxylic acid methyl ester